(1r,2'S,4S)-4-(3-chloroanilino)-2'-[(2R)-3-{[(5S,7R)-5,7-dimethyl-5,6,7,8-tetrahydroquinolin-4-yl]oxy}-2-methylpropyl]-2',3'-dihydrospiro[cyclohexane-1,1'-indene]-4-carboxylic acid ClC=1C=C(NC2(CCC3([C@H](CC4=CC=CC=C34)C[C@H](COC3=CC=NC=4C[C@@H](C[C@@H](C34)C)C)C)CC2)C(=O)O)C=CC1